NC(CONC1=CC=CC=C1)C (β-aminopropoxy)aniline